C(C1=CC=CC=C1)N1C2=NC=NC(=C2N=C1C1=C(C(=O)OC)C=C(C=C1)OCCN1CCN(CC1)C)OC1(CC1)C methyl 2-(9-benzyl-6-(1-methylcyclopropoxy)-9H-purin-8-yl)-5-(2-(4-methylpiperazin-1-yl) ethoxy)benzoate